ClC1=C2C(N(C=NC2=CC=C1C1=CN(C2=NC(=CN=C21)N2C1CC(CC2CC1)NC(OC(C)(C)C)=O)COCC[Si](C)(C)C)C)=O tert-Butyl N-[endo-8-[7-(5-chloro-3-methyl-4-oxo-3,4-dihydroquinazolin-6-yl)-5-{[2-(trimethylsilyl)ethoxy]methyl}-5H-pyrrolo[2,3-b]pyrazin-3-yl]-8-azabicyclo[3.2.1]octan-3-yl]carbamate